(-)-1-((3S*,4R*,Z)-4-(6-fluoro-2,3-dihydrobenzofuran-5-yl)-2-[(2-hydroxyethoxy)imino]pyrrolidin-3-yl)-3-(4-fluorophenyl)urea FC1=CC2=C(CCO2)C=C1[C@H]1[C@@H](/C(/NC1)=N/OCCO)NC(=O)NC1=CC=C(C=C1)F |o1:10,11|